2-(3,4-dimethoxybenzylidene)-5-hydroxy-2,3-dihydro-1H-indene COC=1C=C(C=C2CC3=CC=C(C=C3C2)O)C=CC1OC